N(=O)N[C@@H](CS)C(=O)O nitroso-cysteine